Methyl-(2S)-2-[4-bromo-2-(5-methyl-4-butoxy-4,5-dihydroisoxazol-3-yl)phenoxy]propanoat COC([C@H](C)OC1=C(C=C(C=C1)Br)C1=NOC(C1OCCCC)C)=O